methyl (R)-6-chloro-3-((1-(3,6-dimethyl-2-(1-methylcyclopentyl)-4-oxo-3,4-dihydroquinazolin-8-yl)ethyl)amino)picolinate ClC1=CC=C(C(=N1)C(=O)OC)N[C@H](C)C=1C=C(C=C2C(N(C(=NC12)C1(CCCC1)C)C)=O)C